6-fluoro-2-methyl-5-(1H-pyrazol-1-yl)quinoline FC=1C(=C2C=CC(=NC2=CC1)C)N1N=CC=C1